N'-Hydroxy-2-((methylthio)methyl)imidazo[1,2-a]pyridine-7-carboximidamide ON=C(N)C1=CC=2N(C=C1)C=C(N2)CSC